4-amino-4'-methoxystilbene NC1=CC=C(C=C1)C=CC1=CC=C(C=C1)OC